(R)-N-(8-methylisoquinolin-1-yl)-N-(piperidin-3-yl)-4-(2H-tetrazol-2-yl)benzamide CC=1C=CC=C2C=CN=C(C12)N(C(C1=CC=C(C=C1)N1N=CN=N1)=O)[C@H]1CNCCC1